CN([C@H](CNC(C[C@@H](C1(CC1)C(F)(F)F)C=1C=NC=CC1)=O)CC=1C=C2C=NNC2=C(C1)C)C (R)-N-((S)-2-(dimethylamino)-3-(7-methyl-1H-indazol-5-yl)propyl)-3-(pyridin-3-yl)-3-(1-(trifluoromethyl)cyclopropyl)propanamide